(R)-ethyl (8-benzyl-6,6a,7,8,9,10-hexahydro-5H-pyrazino[1,2-a][1,8]naphthyridin-4-yl)carbamate C(C1=CC=CC=C1)N1C[C@@H]2N(C=3N=CC=C(C3CC2)NC(OCC)=O)CC1